N1N=NC(=C1)C=1C=C(C#N)C=CC1 3-(1H-(1,2,3)triazole-4-yl)-benzonitrile